1-((1R,2R)-6,7-difluoro-2-hydroxy-4,4-dimethyl-1,2,3,4-tetrahydronaphthalen-1-yl)-3-(6-(2-hydroxypyrimidin-5-yl)-5-methyl-2-(tetrahydro-2H-pyran-4-yl)pyridin-3-yl)urea FC=1C=C2C(C[C@H]([C@@H](C2=CC1F)NC(=O)NC=1C(=NC(=C(C1)C)C=1C=NC(=NC1)O)C1CCOCC1)O)(C)C